N-(4-morpholin-4-ylphenyl)l-8-oxononanamide N1(CCOCC1)C1=CC=C(C=C1)NC(CCCCCCC(C)=O)=O